C(#N)C=C1CN(C1)C(=O)OC(C)(C)C tert-butyl 3-(cyanomethylene)-azetidin-1-carboxylate